(S)-4-carbamimidoyl-3-methylpiperazine-1-carboxylic acid ethyl ester C(C)OC(=O)N1C[C@@H](N(CC1)C(N)=N)C